4-((Tert-Butoxycarbonyl)amino)butanoic acid C(C)(C)(C)OC(=O)NCCCC(=O)O